CN1CCN(CCCN(CCN(CCC1)C)C)C 1,4,8,11-tetraaza-1,4,8,11-tetramethyl-cyclotetradecane